N-(Pyrimidin-2-yl)pyrimidine-4,6-diamine N1=C(N=CC=C1)NC1=NC=NC(=C1)N